2-({[7-(6-aminopyridin-2-yl)-2-methoxynaphthalen-1-yl]amino}methyl)prop-2-enenitrile NC1=CC=CC(=N1)C1=CC=C2C=CC(=C(C2=C1)NCC(C#N)=C)OC